ClC1=C(C(=CC=C1)F)CC(=O)NC1=CC(=NC=C1)N(C(C)=O)C1=CC=CC=C1 N-{4-[2-(2-chloro-6-fluorophenyl)acetamido]pyridin-2-yl}-N-phenylacetamide